tetrapalladium (triphenylphosphine) C1(=CC=CC=C1)P(C1=CC=CC=C1)C1=CC=CC=C1.[Pd].[Pd].[Pd].[Pd]